COC1=CC=C(CN(S(=O)(=O)C)[C@@H]2[C@@H](N[C@@H](C2)C)CO[Si](CC)(CC)CC)C=C1 N-(4-methoxybenzyl)-N-((2R,3S,5R)-5-methyl-2-(((triethylsilyl)oxy)methyl)pyrrolidin-3-yl)methanesulfonamide